O=C1NC(CCC1C1=CC(=C(C=C1)N1CCC(CC1)CCC(=O)O)F)=O 3-(1-(4-(2,6-dioxopiperidin-3-yl)-2-fluorophenyl)piperidin-4-yl)propionic acid